2-[(4-{1-[(4-cyanophenyl)methoxy]-1H-pyrazol-3-yl}piperidin-1-yl)methyl]-1-[(1-ethyl-1H-imidazol-5-yl)methyl]-1H-benzimidazole-6-carboxylic acid, ammonium salt [NH4+].C(#N)C1=CC=C(C=C1)CON1N=C(C=C1)C1CCN(CC1)CC1=NC2=C(N1CC1=CN=CN1CC)C=C(C=C2)C(=O)[O-]